C(C)(C)[C@@H]1CC=2C=C(C(=NC2C=2N1C=C(C(C2)=O)C(=O)OC(C)(C)C)OC)OCCCOC tert-butyl (S)-6-isopropyl-2-methoxy-3-(3-methoxypropoxy)-10-oxo-5,10-dihydro-6H-pyrido[1,2-h][1,7]naphthyridine-9-carboxylate